methyl morpholinoacetate O1CCN(CC1)CC(=O)OC